O[C@@H]1CN(C[C@@H]1O)C(C#CC1=CC(=C(C=C1)C1=C(C=CC=C1)OCC#C)C(F)(F)F)=O 1-[(3r,4s)-3,4-dihydroxypyrrolidin-1-yl]-3-{2'-[(prop-2-yn-1-yl)oxy]-2-(trifluoromethyl)[1,1'-biphenyl]-4-yl}prop-2-yn-1-one